1-cyclopropyl-2-(pyridin-3-yl)-3-((tetrahydro-2H-pyran-2-yl)oxy)propane C1(CC1)CC(COC1OCCCC1)C=1C=NC=CC1